1-bromo-4-chlorodibenzo[b,d]furan BrC1=CC=C(C=2OC3=C(C21)C=CC=C3)Cl